BrC=1C(=C(COC2=CC=C3C(CCOC3=C2)NCC)C=CC1)Cl 7-((3-bromo-2-chlorobenzyl)oxy)-N-ethylchroman-4-amine